BrC1=C2C(=CC=C1)N(C(C21CCN(CC1)C(=O)C1=CC=C2C(=N1)C=NN2)=O)CC(=O)NCC(F)(F)F 2-[4-bromo-2-oxo-1'-(1H-pyrazolo[4,3-b]pyridine-5-carbonyl)spiro[indole-3,4'-piperidin]-1-yl]-N-(2,2,2-trifluoroethyl)acetamide